COC=1C=C(C=C(C1OC)C1=CC=CC=C1)[C@H](CC(=O)[O-])NC(=O)NC=1C(N(C=C(C1[O-])C)C)=O.[Na+].[Na+] Natrium (S)-3-(5,6-Dimethoxybiphenyl-3-yl)-3-(3-(1,5-dimethyl-4-oxido-2-oxo-1,2-dihydropyridin-3-yl)ureido)propanoat